(4,6-dimethyl-1-(1H-pyrazol-5-yl)-6,7-dihydro-1H-[1,2,3]triazolo[4,5-c]pyridin-5(4H)-yl)methanone CC1N(C(CC2=C1N=NN2C2=CC=NN2)C)C=O